6-(4-aminophenyl)-1-(2,6-difluorobenzyl)-5-((dimethylamino)Methyl)-3-(6-(oxetan-3-yloxy)pyridin-2-yl)thieno[2,3-d]pyrimidine-2,4(1H,3H)-dione chlorine [Cl].NC1=CC=C(C=C1)C1=C(C2=C(N(C(N(C2=O)C2=NC(=CC=C2)OC2COC2)=O)CC2=C(C=CC=C2F)F)S1)CN(C)C